C(C)N(CC)CC N,N-diethylethanamin